COC(CC1=CN(C2=CC=CC=C12)C1CCN(CC1)C(=O)OC(C)(C)C)=O tert-butyl 4-[3-(2-methoxy-2-oxoethyl)indol-1-yl]piperidine-1-carboxylate